C(C)C1=C(C(=NN1)C)C=1C=CC(=NC1F)NC([C@H](C1CCC(CC1)C)NC(=O)C=1N(N=CC1)CCSC)=O N-[(1S)-2-[[5-(5-ethyl-3-methyl-1H-pyrazol-4-yl)-6-fluoro-2-pyridyl]amino]-1-(4-methylcyclohexyl)-2-oxo-ethyl]-2-(2-methylsulfanylethyl)pyrazole-3-carboxamide